(S)-1-((S)-1-(6-amino-3-chloropyridazin-4-yl)-2-methoxyethyl)-4-(trifluoromethyl)imidazolidin-2-one NC1=CC(=C(N=N1)Cl)[C@@H](COC)N1C(N[C@@H](C1)C(F)(F)F)=O